N,N-dimethyl-4-(7-(N-(1-methylcyclopropyl)sulfamoyl)-1-(6-methylpyridin-3-yl)imidazo[1,5-a]pyridin-5-yl)piperazine-1-carboxamide CN(C(=O)N1CCN(CC1)C1=CC(=CC=2N1C=NC2C=2C=NC(=CC2)C)S(NC2(CC2)C)(=O)=O)C